BrC=1C=NN(C1N)C1=NC=CC=C1F 4-bromo-1-(3-fluoropyridin-2-yl)-1H-pyrazol-5-amine